ClC1=NC=CC2=C1N=CN=C2NC(C)C2=NC=CN=C2N2N=CC=N2 8-chloro-N-[1-[3-(triazol-2-yl)pyrazin-2-yl]ethyl]pyrido[3,4-d]pyrimidin-4-amine